ClCN1C=NC=C1 1-(chloromethyl)-1H-imidazole